(2S,4R)-1-((S)-2-(5-(4-(3-amino-6-(2-hydroxyphenyl)pyridazin-4-yl)phenoxy)pentanamido)-3,3-dimethylbutanoyl)-4-hydroxy-N-((S)-1-(4-(thiazol-5-yl)phenyl)ethyl)pyrrolidine-2-carboxamide NC=1N=NC(=CC1C1=CC=C(OCCCCC(=O)N[C@H](C(=O)N2[C@@H](C[C@H](C2)O)C(=O)N[C@@H](C)C2=CC=C(C=C2)C2=CN=CS2)C(C)(C)C)C=C1)C1=C(C=CC=C1)O